3-(6-(((1S,3S)-3-aminocyclopentyl)amino)pyridin-3-yl)pyrimidin-4(3H)-one N[C@@H]1C[C@H](CC1)NC1=CC=C(C=N1)N1C=NC=CC1=O